NC1=NOC2=C1C(=CC=C2)C=2C=C1CCN(C1=CC2)C(=O)NC2=CC=C(C=C2)OC(F)(F)F 5-(3-Aminobenzo[d]isoxazol-4-yl)-N-(4-(trifluoromethoxy)phenyl)indoline-1-carboxamide